BrC1=CC(=C(C=C1)[C@@H]1[C@H](CC1)O)OC (1S,2R)-2-(4-bromo-2-methoxyphenyl)cyclobutane-1-ol